silicon-indium-oxide [O-2].[In+3].[Si+4]